CC1=NC(=CC(=C1)C=1NC2=CC=C(C=C2C1C(C)C)OC1CCN(CC1)CCOC)C 2-(2,6-Dimethylpyridin-4-yl)-3-isopropyl-5-((1-(2-methoxyethyl)piperidin-4-yl)oxy)-1H-indol